BrC1=C(C=CC=C1)[C@@H]1CN(CCN1C)C1=CC(=NC(=N1)N)NC (R)-6-(3-(2-bromophenyl)-4-methylpiperazin-1-yl)-N4-methylpyrimidine-2,4-diamine